1-(4-ethoxybenzoyl)indoline-2,3-dione C(C)OC1=CC=C(C(=O)N2C(C(C3=CC=CC=C23)=O)=O)C=C1